ClC1=CC=C(C=C1)NC=1C=NC=CC1NC(=O)C1=CN=C(S1)N1CCN(CC1)C(=O)OC(C)(C)C tert-Butyl 4-[5-({3-[(4-chlorophenyl)amino]pyridin-4-yl}carbamoyl)-1,3-thiazol-2-yl]piperazine-1-carboxylate